3-(2-bromoacetyl)-5-methyl-7-hydroxycoumarin BrCC(=O)C=1C(OC2=CC(=CC(=C2C1)C)O)=O